S1C(=NN=C1)C=1C(=C2C(=NC1)N(C=C2)COCC[Si](C)(C)C)NC2CC(C2)NC(OC(C)(C)C)=O tert-butyl ((1s,3s)-3-((5-(1,3,4-thiadiazol-2-yl)-1-((2-(trimethylsilyl)ethoxy)methyl)-1H-pyrrolo[2,3-b]pyridin-4-yl)amino)cyclobutyl)carbamate